2-(difluoromethyl)-6-((2-(difluoromethyl)-8-fluoroquinolin-4-yl) oxy)-7-methylquinolin-4-yl acetate C(C)(=O)OC1=CC(=NC2=CC(=C(C=C12)OC1=CC(=NC2=C(C=CC=C12)F)C(F)F)C)C(F)F